C(CC=C)(=O)[O-].C(CCC)[N+](CCCC)(CCCC)CCCC tetrabutylammonium but-3-enoate